ClC=1C(=CC(=NC1)OC)C1=CC(=NN1)C(=O)N1CCC(CC1)C(=O)NC1C=2C=NC(=NC2CCC1)C (5-(5-chloro-2-methoxypyridin-4-yl)-1H-pyrazole-3-carbonyl)-N-(2-methyl-5,6,7,8-tetrahydroquinazolin-5-yl)piperidine-4-carboxamide